(R)-3-(4-(dimethylcarbamoyl)-3-fluorophenyl)-3-(4-(4-(5,6,7,8-tetrahydro-1,8-naphthyridin-2-yl)butyl)thiazol-2-yl)propionic acid CN(C(=O)C1=C(C=C(C=C1)[C@@H](CC(=O)O)C=1SC=C(N1)CCCCC1=NC=2NCCCC2C=C1)F)C